tert-Butyl (3aR,5s,6aS)-5-((7-cyclopropyl-5,5-dimethyl-6-oxo-6,7-dihydro-5H-pyrrolo[2,3-c]pyridazin-3-yl)amino)hexahydrocyclopenta[c]pyrrole-2(1H)-carboxylate C1(CC1)N1C(C(C2=C1N=NC(=C2)NC2C[C@@H]1[C@@H](CN(C1)C(=O)OC(C)(C)C)C2)(C)C)=O